ClC1=C(C(=CC=C1)C)NC(=O)C1=CN=C(S1)NC1=NC(=NC(=C1)N1CCC(CC1)N1CCN(CC1)CC1=CC(=CC=C1)N1C(NC(CC1)=O)=O)C N-(2-chloro-6-methylphenyl)-2-((6-(4-(4-(3-(2,4-dioxotetrahydropyrimidin-1(2H)-yl)benzyl)piperazin-1-yl)piperidin-1-yl)-2-methylpyrimidin-4-yl)amino)thiazole-5-carboxamide